(R)-tert-butyl 2-(((5-(2-aminopyrazolo[1,5-a]pyridin-5-yl)-1-ethyl-1H-pyrazol-4-yl)oxy)methyl)azetidine-1-carboxylate NC1=NN2C(C=C(C=C2)C2=C(C=NN2CC)OC[C@@H]2N(CC2)C(=O)OC(C)(C)C)=C1